benzoquinoneamine C1(C(=CC(C=C1)=O)N)=O